COC(C1=C(C(=CC=C1)C1C(NC(C1)C)C)F)=O 3-(2,5-Dimethylpyrrolidin-3-yl)-2-fluorobenzoic acid methyl ester